9'-(5-phenyl-4-(4-(2,2'',6,6''-tetraphenyl-[4,2':6',4''-terpyridin]-4'-yl)phenyl)pyridin-3-yl)-9'H-9,3':6',9''-tercarbazole C1(=CC=CC=C1)C=1C(=C(C=NC1)N1C2=CC=C(C=C2C=2C=C(C=CC12)N1C2=CC=CC=C2C=2C=CC=CC12)N1C2=CC=CC=C2C=2C=CC=CC12)C1=CC=C(C=C1)C1=CC(=NC(=C1)C1=CC(=NC(=C1)C1=CC=CC=C1)C1=CC=CC=C1)C1=CC(=NC(=C1)C1=CC=CC=C1)C1=CC=CC=C1